(alpha-cumyl-peroxy)hexyne C(C)(C)(C1=CC=CC=C1)OOC#CCCCC